ClC=1C(=C(C(=CC1)N1N=NN=C1)C1=CC(N2[C@@H](C[C@H](C2=C1)OC)C=1NC(=CN1)C1=CC=C(C=C1)NC(OC)=O)=O)F methyl (4-(2-((1R,3S)-7-(3-chloro-2-fluoro-6-(1H-tetrazol-1-yl)phenyl)-1-methoxy-5-oxo-1,2,3,5-tetrahydroindolizin-3-yl)-1H-imidazol-5-yl)phenyl)carbamate